DL-Rhamnose O=C[C@@H](O)[C@@H](O)[C@H](O)[C@H](O)C |r|